FC1(OC2=C(O1)C=CC(=C2)N2N=C(C(=C2)N2CCN(CC2)CCN2CCS(CC2)(=O)=O)C(C)C)F 4-[2-[4-[1-(2,2-difluoro-1,3-benzodioxol-5-yl)-3-isopropyl-pyrazol-4-yl]piperazin-1-yl]ethyl]-1,4-thiazinane 1,1-dioxide